C(#N)C=1C=CC(=NC1)C1(CCN(CC1)C(=O)C=1C(=CC(=C(C1)C1=NC(=NC=C1C(=O)N)N1CCOCC1)C)C)F (5-(4-(5-cyanopyridin-2-yl)-4-fluoropiperidine-1-carbonyl)-2,4-dimethylphenyl)-2-morpholinopyrimidine-5-carboxamide